5-hydroxy-4-(1H-indol-2-yl)-N-isopropoxy-2-carbonyl-5-pentyl-2,5-dihydrofuran-3-carboxamide OC1(C(=C(C(O1)=C=O)C(=O)NOC(C)C)C=1NC2=CC=CC=C2C1)CCCCC